3'-carbamoylbiphenyl C(N)(=O)C=1C=C(C=CC1)C1=CC=CC=C1